Sulfobutyl-acetate S(=O)(=O)(O)CCCCOC(C)=O